C(C)(C)(C)OC(=O)N1CC=2C=CC(=NC2C(C1)OS(=O)(=O)C)SCC1=CC=CC=C1 2-(Benzylthio)-8-((methylsulfonyl)oxy)-7,8-dihydro-1,6-naphthyridine-6(5H)-carboxylic acid tert-butyl ester